N1C=C(C2=CC=CC=C12)CCNC=1C2=C(N=C(N1)C=1C=NC=C(C1)C)C=CO2 N-(2-(1H-indol-3-yl)ethyl)-2-(5-methylpyridin-3-yl)furo[3,2-d]pyrimidin-4-amine